(2-amino-5-bromo-phenyl)propan-1-one NC1=C(C=C(C=C1)Br)C(CC)=O